7-Bromo-2-trifluoromethyl-imidazo[1,2-a]pyridine BrC1=CC=2N(C=C1)C=C(N2)C(F)(F)F